C(C1=CC=CC=C1)(=O)OC(C)C(C(CC(C)C)OC(C1=CC=CC=C1)=O)C 3,6-dimethyl-2,4-heptanediol dibenzoate